5-Chloro-1,4-dihydro-2H-benzo[d][1,3]oxazin-2-one ClC1=CC=CC=2NC(OCC21)=O